ClC=1C=NN(C1CC1N(C(C2=CC=C(C=C12)C1COC1)=O)CC1CC2(C1)OC(NC2)=O)C 2-((3-((4-chloro-1-methyl-1H-pyrazol-5-yl)methyl)-5-(oxetan-3-yl)-1-oxoisoindolin-2-yl)methyl)-5-oxa-7-azaspiro[3.4]octan-6-one